S1C(=NN=C1)C=O 1,3,4-THIADIAZOLE-2-CARBOXALDEHYDE